COB(O)C1=C2C(=NC=C1)C(=CS2)C(=O)OC methyl-(3-(methoxycarbonyl)thieno[3,2-b]pyridin-7-yl)boronic acid